Triphenyleno[1,2-d]imidazol C1=CC=CC2=C3C=CC=CC3=C3C=CC4=C(N=CN4)C3=C12